N-(4-hydroxyphenyl)-2-oxo-2,3-dihydro-1H-benzo[d]imidazole-5-sulfonamide OC1=CC=C(C=C1)NS(=O)(=O)C1=CC2=C(NC(N2)=O)C=C1